(1-oxidoquinolin-1-ium-6-yl)methanone [O-][N+]1=CC=CC2=CC(=CC=C12)C=O